COCCOCC1=CC=C(C=C1)C1=CC(=CC=C1)C(C)(C)NC(OC1CN2CCC1CC2)=O Quinuclidin-3-yl (2-(4'-((2-methoxyethoxy)methyl)-[1,1'-biphenyl]-3-yl)propan-2-yl)carbamate